CC=1C=C(CC2=NC3=C(N2CCC(=O)NCC2=NC=CC=C2)C=CC=C3)C=CC1 3-(2-(3-methylbenzyl)-1H-benzo[d]imidazol-1-yl)-N-(pyridin-2-ylmethyl)propionamide